C(C)N(C(OC(C)(C)C)=O)C1CCN(CC1)C1=CC=C(C2=C1C=C(O2)C)C(NC=2C=C(C=1N(C2)C=C(N1)C)F)=O tert-butyl N-ethyl-N-[1-[7-([8-fluoro-2-methylimidazo[1,2-a]pyridin-6-yl]carbamoyl)-2-methyl-1-benzofuran-4-yl]piperidin-4-yl]carbamate